(S)-1-(1-(6-ethoxy-5-methoxypyridin-2-yl)-2-(methylsulfonyl)ethyl)-5-(o-tolyl)-1H-benzo[d]imidazol-2(3H)-one C(C)OC1=C(C=CC(=N1)[C@@H](CS(=O)(=O)C)N1C(NC2=C1C=CC(=C2)C2=C(C=CC=C2)C)=O)OC